4-(4-(3,4-dichlorophenyl)-5-isobutylthiazol-2-yl)piperazine-1,2-dicarboxylic acid 1-tert-butyl ester 2-methyl ester COC(=O)C1N(CCN(C1)C=1SC(=C(N1)C1=CC(=C(C=C1)Cl)Cl)CC(C)C)C(=O)OC(C)(C)C